5,5-dimethyl-1-((2-((4-methylpyridin-3-yl)amino)pyridin-4-yl)methyl)-3-(4-((trifluoromethyl)thio)phenyl)imidazolidine-2,4-dione CC1(C(N(C(N1CC1=CC(=NC=C1)NC=1C=NC=CC1C)=O)C1=CC=C(C=C1)SC(F)(F)F)=O)C